N-ethyl-vinylamine C(C)NC=C